octyl-(triethoxysilane) C(CCCCCCC)[Si](OCC)(OCC)OCC